N-((S)-1-(((S)-1-(4-chlorothiazol-2-yl)-1-oxo-3-((S)-2-oxopyrrolidin-3-yl)propan-2-yl)amino)-4-methyl-1-oxopentan-2-yl)-4-methoxy-1H-indole-2-carboxamide ClC=1N=C(SC1)C([C@H](C[C@H]1C(NCC1)=O)NC([C@H](CC(C)C)NC(=O)C=1NC2=CC=CC(=C2C1)OC)=O)=O